5-((2-amino-3-chloropyridin-4-yl)thio)-2-(1-amino-6-chloro-1,3-dihydrospiro[inden-2,4'-piperidin]-1'-yl)-3-methylpyridin-4(3H)-one NC1=NC=CC(=C1Cl)SC=1C(C(C(=NC1)N1CCC2(CC1)C(C1=CC(=CC=C1C2)Cl)N)C)=O